O1C2=C(OCC1)C=C(C=C2)C2N(CCC2)CC2=CC=C(C=C2)N2CCS(CC2)(=O)=O 4-(4-((2-(2,3-dihydrobenzo[b][1,4]dioxin-6-yl)pyrrolidin-1-yl)methyl)phenyl)thiomorpholine 1,1-dioxide